CC(=CCC[C@@](C)([C@H]1CC[C@@]2([C@@H]1[C@@H](C[C@H]3[C@]2(CC[C@@H]4[C@@]3(CC[C@@H](C4(C)C)O[C@H]5[C@@H]([C@H]([C@@H]([C@H](O5)CO)O)O)O[C@H]6[C@@H]([C@H]([C@@H]([C@H](O6)CO)O)O)O)C)C)O)C)O[C@H]7[C@@H]([C@H]([C@@H]([C@H](O7)CO[C@H]8[C@@H]([C@H]([C@H](CO8)O)O)O)O)O)O)C The molecule is a ginsenoside found in Panax ginseng that is dammarane which is substituted by hydroxy groups at the 3beta, 12beta and 20 pro-S positions, in which the hydroxy groups at positions 3 and 20 have been converted to the corresponding beta-D-glucopyranosyl-(1->2)-beta-D-glucopyranoside and alpha-L-arabinopyranosyl-(1->6)-beta-D-glucopyranoside respectively, and in which a double bond has been introduced at the 24-25 position. It has a role as a plant metabolite, an antiviral agent and a hypoglycemic agent. It is a 12beta-hydroxy steroid, a beta-D-glucoside, a disaccharide derivative, a ginsenoside and a tetracyclic triterpenoid. It derives from a hydride of a dammarane.